3,2-dimethyl-guanosine CN1C(NC(C=2N=CN([C@H]3[C@H](O)[C@H](O)[C@@H](CO)O3)C12)=O)(N)C